6-cyclohexyl-1-hydroxy-4-methyl-2(1H)-pyridone ethanolamine salt C(O)CN.C1(CCCCC1)C1=CC(=CC(N1O)=O)C